ClC1=CC(=NC(=N1)C1CC1)NC(=O)[C@@H]1[C@H](C1)C1=NC=CC(=N1)C (1S,2S)-N-(6-chloro-2-cyclopropylpyrimidin-4-yl)-2-(4-methylpyrimidin-2-yl)cyclopropane-1-carboxamide